4,6-diphenyl-benzoOxazole C1(=CC=CC=C1)C1=CC(=CC2=C1N=CO2)C2=CC=CC=C2